N1-(2-((1-(1,2-dihydroacenaphthylen-5-yl)cyclopropyl)carbamoyl)benzyl)-N2-(prop-2-yn-1-yl)oxalamide C1CC2=CC=C(C3=CC=CC1=C23)C2(CC2)NC(=O)C2=C(CNC(C(=O)NCC#C)=O)C=CC=C2